C(C=C)(=O)O.C(C=C)(=O)OC methyl acrylate (acrylate)